FC=1C=C(OC=2C=C(C3=C(CCO3)C2)NC(=O)[C@H]2N(C(CC2)=O)C)C=CC1F (S)-N-(5-(3,4-difluorophenoxy)-2,3-dihydrobenzofuran-7-yl)-1-methyl-5-oxopyrrolidine-2-carboxamide